C1CC12CN(C2)C(C)C2=CC1=C(C(=N2)C2CC2)CN(C1=O)C1=CC(=CC=C1)C1(COC1)CC1=NN=CN1C 6-(1-(5-Azaspiro[2.3]hexan-5-yl)ethyl)-4-cyclopropyl-2-(3-(3-((4-methyl-4H-1,2,4-triazol-3-yl)methyl)oxetan-3-yl)phenyl)-2,3-dihydro-1H-pyrrolo[3,4-c]pyridin-1-one